OC1(CCC2(CN(C2)C(=O)OC(C)(C)C)CC1)C(NC1=CC=C(C=C1)C1=CC2=C(N=CN=C2N2CCOCC2)N1COCC[Si](C)(C)C)=O tert-butyl 7-hydroxy-7-((4-(4-morpholino-7-((2-(trimethylsilyl)ethoxy)methyl)-7H-pyrrolo[2,3-d]pyrimidin-6-yl)phenyl)carbamoyl)-2-azaspiro[3.5]nonane-2-carboxylate